COC=1C=C(CN2C(N(C3=CC=C(C=C3C2=O)CNC(C)=O)C2CCN(CC2)C=O)=O)C=CC1OC N-{[3-(3,4-dimethoxybenzyl)-1-(1-formylpiperidin-4-yl)-2,4-dioxo-1,2,3,4-tetrahydroquinazolin-6-yl]methyl}acetamide